C(C)OC(=O)C1C(NCC1C1=CC(=C(C=C1)F)Cl)=O 4-(3-chloro-4-fluorophenyl)-2-oxo-3-pyrrolidinecarboxylic acid ethyl ester